5'-methoxy-N-(5-methoxy-1,3,4-thiadiazol-2-yl)-6-methyl-2'-(trifluoromethyl)-(4,4'-bipyridine)-3-carboxamide COC=1C(=CC(=NC1)C(F)(F)F)C1=C(C=NC(=C1)C)C(=O)NC=1SC(=NN1)OC